FC=1C(=C(C2=C(C(N=C(S2)N2CCC3(CC(=NC3=O)C3=CC=CC=C3)CC2)=O)C1)[N+](=O)[O-])C 6-fluoro-7-methyl-8-nitro-2-(3-phenyl-1-oxo-2,8-diazaspiro[4.5]dec-2-en-8-yl)-4H-benzo[e][1,3]thiazin-4-one